F[C@H](CN1N=NC2=C1C=C(C=C2)C=2C=CN1N=C(N=C(C12)OC)NC1CCC(CC1)(O)C)C (1S,4r)-4-((5-(1-((S)-2-fluoropropyl)-1H-benzo[d][1,2,3]triazol-6-yl)-4-methoxypyrrolo[2,1-f][1,2,4]triazin-2-yl)amino)-1-methylcyclohexan-1-ol